FC1=C(CN2N=CC3=C(C=C(C=C23)C2=CN(C3=C(N=CC=C32)O)C)NS(=O)(=O)CC)C=CC(=C1)F N-(1-(2,4-difluorobenzyl)-6-(7-hydroxy-1-methyl-1H-pyrrolo[2,3-c]pyridin-3-yl)-1H-indazol-4-yl)ethanesulfonamide